methyl (2S)-4-(tert-butoxycarbonylamino)-2-[(5-phenylpyrimidin-2-yl)amino]butanoate C(C)(C)(C)OC(=O)NCC[C@@H](C(=O)OC)NC1=NC=C(C=N1)C1=CC=CC=C1